4-(2-aminoethyl)-2-hydroxyethyl-benzene NCCC1=CC=C(C=C1)CCO